tert-butyl (2-(5-(3-(fluoromethyl)-1-(4-methoxybenzyl)-2-oxopyrrolidin-3-yl)-1,3,4-oxadiazol-2-yl)pyridin-3-yl)(4-(trifluoromethyl)phenyl)carbamate FCC1(C(N(CC1)CC1=CC=C(C=C1)OC)=O)C1=NN=C(O1)C1=NC=CC=C1N(C(OC(C)(C)C)=O)C1=CC=C(C=C1)C(F)(F)F